CC=1C=2N(C=CC1)N=C(C2)[C@H]2N(CCC1=C2N=CN1)C=1OC(=NN1)C1=NC=CC=C1C (S)-2-(4-(4-methylpyrazolo[1,5-a]pyridin-2-yl)-1,4,6,7-tetrahydro-5H-imidazo[4,5-c]pyridin-5-yl)-5-(3-methylpyridin-2-yl)-1,3,4-oxadiazole